C(C)(C)(C)OC(N(CC(COCC)=O)C1=C(C=C(C=C1[N+](=O)[O-])C)Br)=O (2-bromo-4-methyl-6-nitrophenyl)(3-ethoxy-2-oxopropyl)carbamic acid tert-butyl ester